4-(4-chlorophenyl)-2-(2-methoxyphenyl)-5-(pyrazin-2-ylmethyl)-1H-pyrazolo[4,3-c]pyridine-3,6(2H,5H)-dione ClC1=CC=C(C=C1)C=1N(C(C=C2C1C(N(N2)C2=C(C=CC=C2)OC)=O)=O)CC2=NC=CN=C2